2-(1-Ethyl-3-(2-((S)-2-methylazetidin-1-yl)-6-(trifluoromethyl)pyrimidin-4-yl)-3-azabicyclo[3.1.0]hexane-6-yl)acetic acid C(C)C12CN(CC2C1CC(=O)O)C1=NC(=NC(=C1)C(F)(F)F)N1[C@H](CC1)C